N-(1-(2-(2-methoxyethoxy)ethyl)-3-(pyridin-2-yl)-1H-pyrazol-4-yl)picolinamide formate C(=O)O.COCCOCCN1N=C(C(=C1)NC(C1=NC=CC=C1)=O)C1=NC=CC=C1